dimethylglyoxime disodium salt [Na].[Na].CC(C(=NO)C)=NO